(R)-N-((R)-1-(2-amino-3-(1H-imidazol-2-yl)-5-methylphenyl)ethyl)-2-methylpropane-2-sulfinamide NC1=C(C=C(C=C1C=1NC=CN1)C)[C@@H](C)N[S@](=O)C(C)(C)C